N1N=CC=2C(=CC=CC12)C(=O)[O-].[Na+] Sodium azaindole-4-carboxylate